C(C)(C)(C)C1=C2C(=NN(C2=CC=C1Br)C(=O)O)C(NC1=CC=NC=C1)=O.C(C)(C)(C)OC(=O)N1N=C(C2=CC(=CC=C12)Br)C(NC1=CC=NC=C1)=O tert-butyl-5-bromo-3-(pyridin-4-ylcarbamoyl)-1H-indazole-1-carboxylate (tert-butyl 5-bromo-3-(pyridin-4-ylcarbamoyl)-1H-indazole-1-carboxylate)